C(#N)C1=C(C=CC(=C1)N1C(N(CC1)C1=NC(=CC=C1)C1=NN=CN1C(C)C)=O)N(C(OC(C)(C)C)=O)CC1CC1 tert-butyl cyano(cyclopropyl)methyl-4-(3-(6-(4-isopropyl-4H-1,2,4-triazol-3-yl)pyridin-2-yl)-2-oxoimidazolidin-1-yl)phenylcarbamate